4-cyclopropyl-2-({[1-(hydroxymethyl)cyclobutyl]amino}methyl)-6-{3-[3-methyl-1-(4-methyl-4H-1,2,4-triazol-3-yl)cyclobutyl]phenyl}-1H,6H,7H-pyrrolo[2,3-c]pyridin-7-one C1(CC1)C=1C2=C(C(N(C1)C1=CC(=CC=C1)C1(CC(C1)C)C1=NN=CN1C)=O)NC(=C2)CNC2(CCC2)CO